(Ra)-6-(4-Chloro-1-(4-(2-methoxypyridin-4-yl)benzyl)-1H-indazol-7-carboxamido)spiro-[3.3]heptan ClC1=C2C=NN(C2=C(C=C1)C(=O)NC1CC2(CCC2)C1)CC1=CC=C(C=C1)C1=CC(=NC=C1)OC